FC(CCN1CC(C1)=CC1=CC=C(C=C1)C1=C(CCCC2=C1C=CC(=C2)C(=O)O)C2=C(C=C(C=C2)F)C(F)(F)F)F 9-(4-((1-(3,3-difluoropropyl)azetidin-3-ylidene)methyl)phenyl)-8-(4-fluoro-2-(trifluoromethyl)phenyl)-6,7-dihydro-5H-benzo[7]annulene-3-carboxylic acid